Triazolo[4,5-c]azepine-2(4H)-carboxamide N=1N(N=C2CN=CC=CC21)C(=O)N